(4-Hydroxyphenyl)-3,3-diphenylacrylonitrile OC1=CC=C(C=C1)C(C#N)=C(C1=CC=CC=C1)C1=CC=CC=C1